pyrrolium acetate C(C)(=O)[O-].[NH2+]1C=CC=C1